(S)-ethyl 3-amino-3-(4-fluoro-2',4',5,6'-tetramethylbiphenyl-3-yl)propanoate N[C@@H](CC(=O)OCC)C=1C=C(C=C(C1F)C)C1=C(C=C(C=C1C)C)C